Methyl (R)-4-(5-amino-4-(6-chloro-5-fluoro-2-oxo-1,2-dihydrospiro[benzo[d][1,3]oxazine-4,3'-piperidine]-1'-carbonyl)-1H-pyrazol-1-yl)-3-methoxybenzoate NC1=C(C=NN1C1=C(C=C(C(=O)OC)C=C1)OC)C(=O)N1C[C@@]2(CCC1)C1=C(NC(O2)=O)C=CC(=C1F)Cl